O1CCN(CC1)C(C[C@H](C(=O)N[C@@H](CCCC1=CC=CC=C1)B(O)O)NC(=O)[C@@H]1OCCCC1)=O ((R)-1-((R)-4-morpholino-4-oxo-2-((R)-tetrahydro-2H-pyran-2-carboxamido)butanamido)-4-phenylbutyl)boronic acid